C(#N)C1=CC=CC(=N1)C(CNC(=O)C=1SC(=NN1)C1=NC=C(C=C1F)F)(C)C=1C=NN(C1)C N-[2-(6-cyano-2-pyridyl)-2-(1-methylpyrazol-4-yl)propyl]-5-(3,5-difluoro-2-pyridyl)-1,3,4-thiadiazole-2-carboxamide